C(C)(C)(C)OC(=O)NCC(CNCC1=CC=2N(N=C1)C=C(N2)[C@H](C2CCC(CC2)(F)F)NC(OC(C)(C)C)=O)C(F)(F)F tert-butyl ((1S)-(7-(((2-(((tert-butoxycarbonyl)amino)methyl)-3,3,3-trifluoropropyl)amino)methyl)imidazo[1,2-b]pyridazin-2-yl)(4,4-difluorocyclohexyl)methyl)carbamate